2-(2,3-dihydrobenzo[b][1,4]dioxin-6-yl)-6-methyl-3-oxo-2,3-dihydropyridazine O1C2=C(OCC1)C=C(C=C2)N2N=C(C=CC2=O)C